ClCC=1C(=NC(=NC1)C=1C(=NC=NC1OC)C1CC1)NCC1=CC(=C(C=C1)C=1N(C=C(N1)C(F)(F)F)C(C)C)OC 5-(chloromethyl)-2-(4-cyclopropyl-6-methoxy-pyrimidin-5-yl)-N-[[4-[1-isopropyl-4-(trifluoromethyl)imidazol-2-yl]-3-methoxy-phenyl]methyl]pyrimidin-4-amine